(6S)-6-tert-butyl-N-{(1R)-3-[(4-hydroxy-cyclohexyl)amino]-1-phenylpropyl}-5,6,7,8-tetrahydrothieno[2,3-b]quinoline-2-carboxamide C(C)(C)(C)[C@@H]1CC=2C=C3C(=NC2CC1)SC(=C3)C(=O)N[C@H](CCNC3CCC(CC3)O)C3=CC=CC=C3